2-(6-bromo-naphthalen-2-ylmethyl)-malonic acid dimethyl ester COC(C(C(=O)OC)CC1=CC2=CC=C(C=C2C=C1)Br)=O